methyl 5-((2,2-dimethylhydrazineylidene)methyl)-2-methylfuran-3-carboxylate CN(N=CC1=CC(=C(O1)C)C(=O)OC)C